N-ethylethan-1-amine C(C)NCC